tetraethyl-ammonium bis-trifluoromethanesulfonimidate FC(S(=O)([O-])=N)(F)F.FC(S(=O)([O-])=N)(F)F.C(C)[N+](CC)(CC)CC.C(C)[N+](CC)(CC)CC